[Cl-].[Cl-].C=C=C allene dichloride